tri-propyl-methyl-ammonium hydroxide [OH-].C(CC)[N+](C)(CCC)CCC